14-(2-(cyclopropylamino)ethyl)-7-ethyl-7-hydroxy-7H-[1,3]dioxolo[4,5-g]pyrano[3',4':6,7]indolizino[1,2-b]quinoline-8,11(10H,13H)-dione C1(CC1)NCCC1=C2C(=NC=3C=C4C(=CC13)OCO4)C4=CC1=C(C(N4C2)=O)COC(C1(O)CC)=O